C(C1=CC=CC=C1)OC1=C(C=C(C=C1F)Br)NS(=O)(=O)C N-(2-(benzyloxy)-5-bromo-3-fluorophenyl)methanesulfonamide